tert-butyl N-[[4-[6-[4-[3-[4-[(2,6-dioxo-3-piperidyl)amino]phenyl]propoxymethyl]phenyl]pyrrolo[2,1-f][1,2,4]triazin-4-yl]-2-methyl-phenyl]methyl]carbamate O=C1NC(CCC1NC1=CC=C(C=C1)CCCOCC1=CC=C(C=C1)C=1C=C2C(=NC=NN2C1)C1=CC(=C(C=C1)CNC(OC(C)(C)C)=O)C)=O